N1=CC(=CC=C1)S(=O)(=O)N1CCC(CC1)C(=O)NC=1C=CC2=C(N=CS2)C1 1-(pyridin-3-ylsulfonyl)-N-(benzo[d]thiazol-5-yl)-piperidine-4-carboxamide